(S)-3-AMINOTETRAHYDROFURAN-3-CARBOXYLIC ACID N[C@@]1(COCC1)C(=O)O